(1S,3S,4S)-N-[(1R)-1-cyano-2-[(3S)-2-oxopyrrolidin-3-yl]ethyl]-2-[(2R)-3-cyclobutyl-2-[(2,2,2-trifluoroacetyl)amino]propanoyl]-5,5-difluoro-2-azabicyclo[2.2.2]octane-3-carboxamide C(#N)[C@@H](C[C@H]1C(NCC1)=O)NC(=O)[C@H]1N([C@@H]2CC([C@H]1CC2)(F)F)C([C@@H](CC2CCC2)NC(C(F)(F)F)=O)=O